FC1=NC(=CC=C1N1CCN([C@@H]2C[C@H]12)C(=O)[O-])C(NC)=O (1R,6S)-5-[2-fluoro-6-(methylcarbamoyl) pyridin-3-yl]-2,5-diazabicyclo[4.1.0]heptane-2-carboxylate